N-(5-(Benzyloxy)-2-methylphenyl)-4-(dimethylamino)butanamide C(C1=CC=CC=C1)OC=1C=CC(=C(C1)NC(CCCN(C)C)=O)C